NC1=C2N=CN(C2=NC=N1)[C@H]1C[C@@H]([C@H](O1)CO[Si](C)(C)C(C)(C)C)OP1(SCCS1)=S 2-(((2R,3S,5R)-5-(6-amino-9H-purin-9-yl)-2-(((tert-butyldimethylsilyl)oxy)methyl)tetrahydrofuran-3-yl)oxy)-1,3,2-dithiaphospholane 2-sulfide